FC(C1=C2C(=NC=C1C1=CC=C(C=C1)S(=O)(=O)N1C[C@@H]([C@@H](CC1)NC1=NC=C(C=C1)C(F)(F)F)O)NC=C2)(F)F (3S,4R)-1-((4-(4-(trifluoromethyl)-1H-pyrrolo[2,3-b]pyridin-5-yl)phenyl)sulfonyl)-4-((5-(trifluoromethyl)pyridin-2-yl)amino)piperidin-3-ol